C(C)(C)(C)OC(=O)N1[C@H](CN(C[C@@H]1C)C=1C=CC(=C2N=C(SC21)N(C)C(=O)OC(C)(C)C)C(=O)OC)C methyl 7-[(3S,5S)-4-tert-butoxycarbonyl-3,5-dimethyl-piperazin-1-yl]-2-[tert-butoxycarbonyl(methyl)amino]-1,3-benzothiazole-4-carboxylate